2-{4-[2-methoxy-4-(2-methoxyethoxy)phenyl]piperazin-1-yl}-N-methylethanamine COC1=C(C=CC(=C1)OCCOC)N1CCN(CC1)CCNC